5-[5-[(1R)-1-(3,5-dichloro-4-pyridyl)ethoxy]-1H-indazol-3-yl]-2-[(1-ethyl-4-piperidyl)oxy]pyridine-3-carbonitrile ClC=1C=NC=C(C1[C@@H](C)OC=1C=C2C(=NNC2=CC1)C=1C=C(C(=NC1)OC1CCN(CC1)CC)C#N)Cl